(R)-2-(2-(4-(((9H-fluoren-9-yl)methoxy)carbonyl)piperazin-1-yl)acetamido)-5-(benzyloxy)-5-oxopentanoic acid C1=CC=CC=2C3=CC=CC=C3C(C12)COC(=O)N1CCN(CC1)CC(=O)N[C@@H](C(=O)O)CCC(=O)OCC1=CC=CC=C1